O=C1NC(CCC1N1C(C2=CC=CC(=C2C1)C#CCC)=O)=O 4-(2-(2,6-dioxopiperidin-3-yl)-1-oxoisoindolin-4-yl)but-3-yn